C1=CC=CC=2N(C3=CC4=CC=CC=C4C=C3N(C12)C1=CC=C(C(=O)O)C=C1)C1=CC=C(C(=O)O)C=C1 4,4'-(5,12-diazatetracene-5,12-diyl)dibenzoic acid